C(C(C)C)(=O)C1=C(C(=O)O)C=C(C=C1)C(F)(F)F 2-isobutyryl-5-(trifluoromethyl)benzoic acid